N,N-dimethylanilinium tetrakis(p-tolyl)borate ethyl-N2,N6-dipent-4-ynoyl-L-lysinate C(C)OC([C@@H](NC(CCC#C)=O)CCCCNC(CCC#C)=O)=O.C1(=CC=C(C=C1)[B-](C1=CC=C(C=C1)C)(C1=CC=C(C=C1)C)C1=CC=C(C=C1)C)C.C[NH+](C1=CC=CC=C1)C